N,N-dimethyl-4-(6-((1-pivaloyl-2,3-dihydro-1H-pyrido[2,3-b][1,4]oxazin-7-yl)amino)pyridin-3-yl)benzamide CN(C(C1=CC=C(C=C1)C=1C=NC(=CC1)NC1=CC2=C(OCCN2C(C(C)(C)C)=O)N=C1)=O)C